S1C(=CC=C1)C(=O)O thiofuroic acid